CC1=NN(C(=C1)C)CC=1N=NN(C1)[C@H](C(=O)N1[C@@H](C[C@H](C1)O)C(=O)NC)C(C)(C)C (2S,4R)-1-[(2S)-2-[4-[(3,5-dimethylpyrazol-1-yl)methyl]triazol-1-yl]-3,3-dimethyl-butanoyl]-4-hydroxy-N-methyl-pyrrolidine-2-carboxamide